ClC=1C=CC(=C(C1)C1=NN(C=C1NC(=O)C=1C=NN2C1N=CC=C2)CC(=O)N2CC1CN(CC1C2)C)OC(F)F pyrazolo[1,5-a]pyrimidine-3-carboxylic acid {3-(5-chloro-2-difluoromethoxyphenyl)1-[2-(5-methylhexahydropyrrolo[3,4-c]pyrrol-2-yl)-2-oxoethyl]-1H-pyrazol-4-yl} amide